6-chloro-2-(2-(difluoromethyl)furan-3-yl)-1H-pyrrolo[2,3-b]pyridine-1-carboxylic acid tert-butyl ester C(C)(C)(C)OC(=O)N1C(=CC=2C1=NC(=CC2)Cl)C2=C(OC=C2)C(F)F